CC(C)(C)[Si](OC(C(=O)O)=C)(C)C [[(1,1-dimethylethyl)dimethylsilyl]oxy]2-propenoic acid